NC1=NC=NN2C1=CC(=C2)C2=CC=C(C=C2)NC(C(=C)C)=O N-(4-{4-aminopyrrolo[2,1-f][1,2,4]triazin-6-yl}phenyl)-2-methylpropan-2-enamide